OC1=CC=C(C=C1)CC(CC1=CC=C(C=C1)O)(C1=CC=C(C=C1)O)C1=CC=C(C=C1)O 1,2,2,3-tetra(p-hydroxyphenyl)propane